3-[(2R,4R)-2-methyl-4-(4-methyl-4H-1,2,4-triazol-3-yl)piperidin-1-yl]-2-(pyridazin-4-yl)pyridine-4-carbonitrile C[C@H]1N(CC[C@H](C1)C1=NN=CN1C)C=1C(=NC=CC1C#N)C1=CN=NC=C1